4-(3,4-dichlorophenyl)-N-Boc-1,2,3,6-tetrahydropyridine ClC=1C=C(C=CC1Cl)C=1CCN(CC1)C(=O)OC(C)(C)C